di-p-Tolyl-aluminum hydride C1(=CC=C(C=C1)[AlH]C1=CC=C(C=C1)C)C